2,4-dimethyl-5-oxo-thiazolo[5,4-b]pyridine-6-carbonitrile CC=1SC=2N(C(C(=CC2N1)C#N)=O)C